The molecule is a 2,3-trans-enoyl(4-) obtained by deprotonation of the phosphate and diphosphate OH groups of (2E,17Z,20Z,23Z,26Z)-dotriacontapentaenoyl-CoA; major species at pH 7.3. It is a conjugate base of a (2E,17Z,20Z,23Z,26Z)-dotriacontapentaenoyl-CoA. CCCCC/C=C\\C/C=C\\C/C=C\\C/C=C\\CCCCCCCCCCCCC/C=C/C(=O)SCCNC(=O)CCNC(=O)[C@@H](C(C)(C)COP(=O)([O-])OP(=O)([O-])OC[C@@H]1[C@H]([C@H]([C@@H](O1)N2C=NC3=C(N=CN=C32)N)O)OP(=O)([O-])[O-])O